Cl.Cl.FC(S(=O)(=O)NC1CCC(CC1)CC(C)(C)NC[C@H](O)C=1C=NC=C(C1)F)(F)F 1,1,1-Trifluoro-N-((1S,4s)-4-(2-(((R)-2-(5-fluoropyridin-3-yl)-2-hydroxy-ethyl)amino)-2-methylpropyl)cyclohexyl)methanesulfonamide dihydrochloride